C(C)[SiH](OCCCOCC)CC1=CC=CC=C1 ethyl-(benzyl)ethoxypropoxysilane